C(C)(C)(C)C1=C(C2=C(N=CN=C2OC2=C(C=CC=C2OC(F)(F)F)F)O1)C(=O)N1CCCCC1 (6-(tert-butyl)-4-(2-fluoro-6-(trifluoromethoxy)phenoxy)furo[2,3-d]pyrimidine-5-yl)(piperidin-1-yl)methanone